2-((3-cyano-8-methyl-4-(thiophen-2-yl)-5,6,7,8-tetrahydro-1,8-naphthyridin-2-yl)thio)-2-phenylacetic acid C(#N)C=1C(=NC=2N(CCCC2C1C=1SC=CC1)C)SC(C(=O)O)C1=CC=CC=C1